methyl 2-(4-((4-(2-(2-aminopyridin-3-yl)-5-(pyridin-3-yl)-3H-imidazo[4,5-b]pyridin-3-yl)benzyl)carbamoyl)phenyl)acetate NC1=NC=CC=C1C1=NC=2C(=NC(=CC2)C=2C=NC=CC2)N1C1=CC=C(CNC(=O)C2=CC=C(C=C2)CC(=O)OC)C=C1